5-((3R,5R)-4-((7-ethyl-6-oxo-5,6-dihydro-1,5-naphthyridin-3-yl)methyl)-3,5-dimethylpiperazin-1-yl)-N-methylpyridinamide C(C)C=1C(NC=2C=C(C=NC2C1)CN1[C@@H](CN(C[C@H]1C)C=1C=CC(=NC1)C(=O)NC)C)=O